(2R)-2-(6-{5-chloro-2-[(oxan-4-yl)amino]pyrimidin-4-yl}-1-oxo-2,3-dihydro-1H-isoindol-2-yl)-N-[(1S)-1-(3-chloro-6-methoxypyridin-2-yl)-2-hydroxyethyl]propanamide ClC=1C(=NC(=NC1)NC1CCOCC1)C1=CC=C2CN(C(C2=C1)=O)[C@@H](C(=O)N[C@H](CO)C1=NC(=CC=C1Cl)OC)C